BrC(=C)C1(OCCO1)C 2-(1-bromovinyl)-2-methyl-1,3-dioxolane